C=1N=CN2C1C1=CC=CC=C1[C@@H]2[C@@H]2COC1=CC(=CC=C1[C@H]2O)S(=O)(=O)C (3R,4S)-3-((S)-5H-Imidazo[5,1-a]isoindol-5-yl)-7-(methylsulfonyl)chroman-4-ol